2-(4-((2-(ethylthio)pyrimidin-5-yl)methyl)piperazin-1-yl)-4-fluorobenzo[d]oxazole C(C)SC1=NC=C(C=N1)CN1CCN(CC1)C=1OC2=C(N1)C(=CC=C2)F